ONC(CCC1=CC(=NC2=CC=CC=C12)C1=CC(=CC=C1)OCC)=O N-Hydroxy-3-(2-(3-ethoxyphenyl)quinolin-4-yl)propanamide